C12(CC3CC(CC(C1)C3)C2)C2=CC=C(C=C2)C2=NC(=NC(=N2)C2=C(C=CC3=CC=CC=C23)C2=NC(=NC(=N2)C2=CC=CC=C2)C2=CC=CC=C2)C2=CC=CC=C2 2-(4-(adamantan-1-yl)phenyl)-4-(2-(4,6-diphenyl-1,3,5-triazin-2-yl)naphthalen-1-yl)-6-phenyl-1,3,5-triazine